5,10,15,20-tetra(3-pyridyl)porphyrin nickel (II) [Ni+2].N1=CC(=CC=C1)C=1C2=CC=C(N2)C(=C2C=CC(C(=C3C=CC(=C(C=4C=CC1N4)C=4C=NC=CC4)N3)C=3C=NC=CC3)=N2)C=2C=NC=CC2